Cl.FC(C1CCC(CC1)N)F 4-(difluoromethyl)cyclohexane-1-amine hydrochloride